tert-Butyl N-[2-[tert-butyl(dimethyl)silyl]oxyethyl]-N-[(3R)-1-[4-(2,6-dibenzyloxy-3-pyridyl) phenyl]pyrrolidin-3-yl]carbamate [Si](C)(C)(C(C)(C)C)OCCN(C(OC(C)(C)C)=O)[C@H]1CN(CC1)C1=CC=C(C=C1)C=1C(=NC(=CC1)OCC1=CC=CC=C1)OCC1=CC=CC=C1